[Pd].C1(=CC=CC=C1)P(C1=CC=CC=C1)(C1=CC=CC=C1)C1=CC=CC=C1 tetrakisphenylphosphine palladium (0)